C(C1=CC=CC=C1)(=O)ON=C(C=O)CCCCCC 1,2-octanedione-2-(O-benzoyloxime)